Cl.FC(C1=CC=C(C=C1)C1=CC=C(C=C1)C1=CC=C(N1)C(=O)N)(F)F (2R,5S)-5-{4-[4-(trifluoromethyl)phenyl]-phenyl}-1H-pyrrole-2-carboxamide hydrochloride